C(C)(C)(C)OC(=O)NC=1C(=C(C=C2C=C(N=CC12)NC=1C=C2C(OC(C2=CC1)(C)C)=O)C1=C(C2=C(OCCN2C(=O)[O-])N=C1)C)F 7-(8-((tert-butoxycarbonyl)amino)-3-((1,1-dimethyl-3-oxo-1,3-dihydroisobenzofuran-5-yl)amino)-7-Fluoroisoquinolin-6-yl)-8-methyl-2,3-dihydro-1H-pyrido[2,3-b][1,4]oxazine-1-carboxylate